O=C1N(CCC1)CCCNC(=O)C1=CN=C2N1C=CC=C2 N-(3-(2-oxopyrrolidin-1-yl)propyl)imidazo[1,2-a]pyridine-3-carboxamide